Cumylhydroperoxid C(C)(C)(C1=CC=CC=C1)OO